[N+](=O)([O-])C1=CC=C(OP(=O)(OC2=CC=CC=C2)N[C@@H](C)C(=O)OCCCN2CCOCC2)C=C1 3-morpholinopropyl ((4-nitrophenoxy)(phenoxy)phosphoryl)-L-alaninate